(1R,3R,4R)-N-[(1R)-1-cyano-2-[(3S)-2-oxo-3-piperidyl]ethyl]-2-[(2R)-2-(2,5-difluoroanilino)propanoyl]-5,5-difluoro-2-azabicyclo[2.2.2]octane-3-carboxamide C(#N)[C@@H](C[C@H]1C(NCCC1)=O)NC(=O)[C@@H]1N([C@H]2CC([C@@H]1CC2)(F)F)C([C@@H](C)NC2=C(C=CC(=C2)F)F)=O